1-(3-fluorobenzyl)-1,2,3,4,5,6,7,8-octahydroisoquinoline FC=1C=C(CC2NCCC=3CCCCC23)C=CC1